3-[(6-aminopyridin-3-yl)ethynyl]-N-[(1S,2S)-2-hydroxycyclohexyl]-4-methylbenzamide NC1=CC=C(C=N1)C#CC=1C=C(C(=O)N[C@@H]2[C@H](CCCC2)O)C=CC1C